CN1N=CC(=C1)C#CC=1C=CC=C2C=C(N(C(C12)=S)C1=CC=CC=C1)[C@H](C)NC(=O)C=1C(=NN2C1N=CC=C2)NS(N)(=O)=O (S)-N-(1-(8-((1-methyl-1H-pyrazol-4-yl)ethynyl)-2-phenyl-1-thioxo-1,2-dihydroisoquinolin-3-yl)ethyl)-2-(sulfamoylamino)pyrazolo[1,5-a]pyrimidine-3-carboxamide